7-{3-fluoro-7-methyl-1H-pyrrolo[3,2-b]pyridin-6-yl}-N-[4-(methanesulfonylmethyl)phenyl]-5H,6H,7H,8H-pyrido[3,4-d]pyrimidin-2-amine FC1=CNC=2C1=NC=C(C2C)N2CC=1N=C(N=CC1CC2)NC2=CC=C(C=C2)CS(=O)(=O)C